FC=1C=C(C(=C(C1)NC1=CC=C(C=C1)SC(F)(F)F)C)N 5-fluoro-2-methyl-N1-(4-((trifluoromethyl)thio)phenyl)benzene-1,3-diamine